C(\C=C/C(=O)O)(=O)O.C(C)C=1C(NC(=NC1CC)C1=C(C=CC(=C1)NC(CN1CCN(CC1)C)=O)OCCC)=O 5,6-diethyl-2-[2-n-propoxy-5-(2-(4-methylpiperazin-1-yl)acetamido)phenyl]pyrimidine-4(3H)-one Maleate